(Benzyloxylmethyl)-1-(1-(2,5-dimethylphenoxy)-8-((1,1,1-trifluoropropan-2-yl)oxy)isoquinolin-6-yl)-4-ethyl-1H-1,2,4-triazol-5(4H)-one C(C1=CC=CC=C1)OCC1=NN(C(N1CC)=O)C=1C=C2C=CN=C(C2=C(C1)OC(C(F)(F)F)C)OC1=C(C=CC(=C1)C)C